(R)-(2,2-dimethyl-1,3-dioxolan-4-yl)methyl methanesulfonate CS(=O)(=O)OC[C@@H]1OC(OC1)(C)C